2-(3-{3-[(adamantan-1-yl)amino]pyrrolidin-1-yl}-1,2,4-triazin-6-yl)-5-(1H-pyrazol-4-yl)phenol C12(CC3CC(CC(C1)C3)C2)NC2CN(CC2)C=2N=NC(=CN2)C2=C(C=C(C=C2)C=2C=NNC2)O